platinum-niobium [Nb].[Pt]